NC1=NC(=NC=N1)N1C[C@@](CCC1)(C)F (3S,4R)-1-(4-amino-1,3,5-triazin-2-yl)-3-fluoro-3-methylpiperidine